iron cobalt nickel salt [Ni].[Co].[Fe]